C(\C=C/C(=O)O)(=O)O Cis-butenediic acid